CC=1N(C(=CC1)C)C1=CC(=CC(=N1)CCC=1C=C(C=C(C1)F)C#CCN(C)C)C 3-(3-(2-(6-(2,5-dimethyl-1H-pyrrol-1-yl)-4-methylpyridin-2-yl)ethyl)-5-fluorophenyl)-N,N-dimethylprop-2-yn-1-amine